C(C)(C)(C)OC(=O)N1CCC(CC1)C(\C=C\N(C)C)=O (E)-4-(3-(dimethylamino)acryloyl)piperidine-1-carboxylic acid tert-butyl ester